ClC(=O)N1C(N(CC1)CCNC(OC(C)(C)C)=O)=O tert-butyl (2-(3-(chlorocarbonyl)-2-oxoimidazolidin-1-yl)ethyl)carbamate